C1(CC1)C=1C=C(C=CC1NC1=NC=C(C(=N1)[Sn](C)(C)C)C(F)(F)F)C1CCN(CC1)C(=O)OC(C)(C)C tert-butyl 4-(3-cyclopropyl-4-((5-(trifluoromethyl)-4-(trimethylstannyl)pyrimidin-2-yl)amino)phenyl)piperidine-1-carboxylate